NCCCN(CCOCCN(C)C)C N-(3-Aminopropyl)-N,N',N'-trimethyl-[2,2'-oxybis(ethanamine)]